N1(CCC(CC1)C1=CC=C(C=C1)NC1C(NC(CC1)=O)=O)C1CCNCC1 3-((4-([1,4'-bipiperidin]-4-yl)phenyl)amino)piperidine-2,6-dione